tert-butyl (3S,4R)-3-(4-chlorophenyl)-4-(hydroxymethyl)pyrrolidine-1-carboxylate ClC1=CC=C(C=C1)[C@H]1CN(C[C@@H]1CO)C(=O)OC(C)(C)C